N-[[6-(benzylcarbamoyl)-6-azaspiro[2.5]octan-2-yl]methyl]furo[2,3-c]pyridine-2-carboxamide C(C1=CC=CC=C1)NC(=O)N1CCC2(C(C2)CNC(=O)C2=CC=3C(=CN=CC3)O2)CC1